4-amino-5-(2-ethoxyphenyl)-4H-1,2,4-triazole-3-thiol NN1C(=NN=C1C1=C(C=CC=C1)OCC)S